[Si](C1=CC=CC=C1)(C1=CC=CC=C1)(C(C)(C)C)OCC=1C=C2C=CC(=NC2=CC1)C1=C(CCCC1)C(=O)OCC Ethyl 2-(6-(((tert-butyldiphenylsilyl)oxy)methyl)quinolin-2-yl)cyclohex-1-ene-1-carboxylate